C1(=C(C=CC2=CC=CC=C12)OC1=C2SC=3C=CC=C(C3SC2=CC=C1)CO)C1=C(C=CC2=CC=CC=C12)OC1=C2SC=3C=CC=C(C3SC2=CC=C1)CO {[1,1'-binaphthalene]-2,2'-diylbis(oxythianthrene-6,1-diyl)}dimethanol